(R)-7-((1-(methylsulfonyl)piperidin-3-yl)amino)-2-(((tetrahydro-2H-pyran-4-yl)thio)methyl)quinazolin-4(3H)-one CS(=O)(=O)N1C[C@@H](CCC1)NC1=CC=C2C(NC(=NC2=C1)CSC1CCOCC1)=O